(5S,7S)-7-fluoro-2-(4-methyl-1H-pyrazol-1-yl)-5-phenyl-6,7-dihydro-5H-pyrrolo[1,2-b][1,2,4]triazole F[C@H]1C[C@H](N2N=C(N=C21)N2N=CC(=C2)C)C2=CC=CC=C2